COC1=NC2=CC(=CC(=C2N=C1)C=1SC2=C(N1)C=CC1=C2CC(O1)CNC(OCC1=CC=CC=C1)=O)C Benzyl ((2-(2-methoxy-7-methylquinoxalin-5-yl)-7,8-dihydrobenzofuro[5,4-d]thiazol-7-yl)methyl)carbamate